6-(1-(adamantan-1-ylmethyl)-5-methyl-1H-pyrazol-4-yl)-2-chloroquinoline-5-carboxylic acid methyl ester COC(=O)C=1C=2C=CC(=NC2C=CC1C=1C=NN(C1C)CC12CC3CC(CC(C1)C3)C2)Cl